N-[(2S)-1-[(2R,6S)-2,6-dimethylmorpholin-4-yl]-5-[[(1R,2S)-2-(4-fluorophenyl)cyclopropyl]amino]-1-oxopentan-2-yl]-4-(1H-1,2,3-triazol-1-yl)benzamide C[C@@H]1CN(C[C@@H](O1)C)C([C@H](CCCN[C@H]1[C@@H](C1)C1=CC=C(C=C1)F)NC(C1=CC=C(C=C1)N1N=NC=C1)=O)=O